O1CCOC12CCC(CC2)SCC2=NC1=CC(=CC=C1C(N2)=O)Br 2-((1,4-Dioxaspiro[4.5]decan-8-ylthio)methyl)-7-bromoquinazolin-4(3H)-one